1,3,5-trichloro-benzene ClC1=CC(=CC(=C1)Cl)Cl